BrC1=C(C(=C(NC)C(=C1)C)[N+](=O)[O-])C 4-Bromo-N,3,6-trimethyl-2-nitroaniline